ethyl 1-tert-butylpyrazole-3-carboxylate C(C)(C)(C)N1N=C(C=C1)C(=O)OCC